OC=1C(C=C2[C@@H](C[C@H]3[C@@H]4CCC([C@@]4(C)CC[C@@H]3[C@]2(C1)C)=O)O)=O 2,6β-dihydroxyandrosta-1,4-diene-3,17-dione